2-(6-amino-9H-purin-9-yl)-N-{4-[5-cyclopropyl-3-(trifluoromethyl)-1H-pyrazol-1-yl]phenyl}acetamide NC1=C2N=CN(C2=NC=N1)CC(=O)NC1=CC=C(C=C1)N1N=C(C=C1C1CC1)C(F)(F)F